O=C1N(C(C(N1)CCCS(N)(=O)=O)=O)C1CC2(CC(C2)OC2=NC=CC=C2C(=O)N)C1 2-{[(αR)-6-[2,5-dioxo-4-(3-sulfamoylpropyl)imidazolidin-1-yl]spiro[3.3]heptan-2-yl]oxy}pyridine-3-carboxamide